trifluoromethylsulfonylmethylamine FC(S(=O)(=O)CN)(F)F